6H-Pyrrolo[4,3,2-ef][2]benzazepin-6-one N1=CC2=CC=NC(C3=C2C1=CC=C3)=O